(R)-4-(3H-[1,2,3]triazolo[4,5-b]pyridin-3-yl)-N-(5,8-dimethylisoquinolin-1-yl)-2-fluoro-N-(piperidin-3-yl)benzamide N1=NN(C2=NC=CC=C21)C2=CC(=C(C(=O)N([C@H]1CNCCC1)C1=NC=CC3=C(C=CC(=C13)C)C)C=C2)F